5-(diethylamino)pentanamide C(C)N(CCCCC(=O)N)CC